NC1=NC=C(C=C1O[C@H](C)C=1C=C(C=CC1)NC(C1=CC(=CC=C1)S(=O)(=O)CC)=O)Cl (R)-N-(3-(1-((2-amino-5-chloropyridin-3-yl)oxy)ethyl)phenyl)-3-(ethylsulfonyl)benzamide